bis(mercaptomethylene)-bis(trichlorosilyl)dibromocoronene SC=C1C(C2=C(C(=C3C(=C(C4=CC=C5C=CC6=CC=C1C=1C2=C3C4=C5C16)Br)Br)[Si](Cl)(Cl)Cl)[Si](Cl)(Cl)Cl)=CS